1-(3-hydroxybenzothiophen-2-yl)ethanone OC1=C(SC2=C1C=CC=C2)C(C)=O